(trans-1,2-diaminocyclohexane) platinum (I) [Pt+].N[C@H]1[C@@H](CCCC1)N